N1=C2N(CC1)CCC2 2,5,6,7-tetrahydro-3H-pyrrolo[1,2-a]imidazole